CC1(C(CC1)NC(=O)C=1N=CSC1C)C N-(2,2-dimethylcyclobutyl)-5-methylthiazole-4-carboxamide